2-((S)-1-acryloyl-4-(7-(5-chloroisoquinolin-4-yl)-8-fluoro-2-(((S)-1-methylpyrrolidin-2-yl)methoxy)quinazolin-4-yl)piperazin-2-yl)acetonitrile C(C=C)(=O)N1[C@H](CN(CC1)C1=NC(=NC2=C(C(=CC=C12)C1=CN=CC2=CC=CC(=C12)Cl)F)OC[C@H]1N(CCC1)C)CC#N